tert-butyl (1R,5R)-6-(3-cyano-8-fluoro-7-(7-fluoro-8-((triisopropylsilyl)ethynyl)naphthalen-1-yl)-1,6-naphthyridin-4-yl)-2,6-diazabicyclo[3.2.0]heptane-2-carboxylate C(#N)C=1C=NC2=C(C(=NC=C2C1N1[C@@H]2CCN([C@@H]2C1)C(=O)OC(C)(C)C)C1=CC=CC2=CC=C(C(=C12)C#C[Si](C(C)C)(C(C)C)C(C)C)F)F